C(C)(C)(C)OC(=O)N1N=C(C2=CC=C(C=C12)[C@@H]1C[C@@]12C(NC1=CC=C(C=C21)OC)=O)I (1R,2S)-2-[1-(tert-butoxycarbonyl)-3-iodoindazol-6-yl]-5'-methoxy-2'-oxospiro[cyclopropane-1,3'-indole]